FC=1C=C(CNC(=O)C2=CC=C(S2)C2=C(C(=NC(=C2C(=O)N)OC(C)C)CCC2=CC=C(C=C2)F)C=2OC(=NN2)C)C=CC1F 4-(5-((3,4-difluorobenzyl)carbamoyl)thiophen-2-yl)-6-(4-fluorophenethyl)-2-isopropoxy-5-(5-methyl-1,3,4-oxadiazol-2-yl)nicotinamide